C(=S)O.O1N=NC=C1 oxadiazole thioformate